FC1=C(C=C(C=C1C)B1OC(C(O1)(C)C)(C)C)C 2-(4-fluoro-3,5-dimethyl-phenyl)-4,4,5,5-tetramethyl-1,3,2-dioxaborolane